2-(1,4-dioxa-8-azaspiro[4.5]dec-8-yl)pyrimidin-4-amine O1CCOC12CCN(CC2)C2=NC=CC(=N2)N